3-(4-(1H-pyrazol-4-yl)phenyl)-1-(3-(difluoromethoxy)benzyl)-1,3,8-triazaspiro[4.5]decan-2-one N1N=CC(=C1)C1=CC=C(C=C1)N1C(N(C2(C1)CCNCC2)CC2=CC(=CC=C2)OC(F)F)=O